4-((3-Chloro-4-(pyridin-2-ylmethoxy)phenyl)amino)-5-(cyclopropylmethoxy)quinoline ClC=1C=C(C=CC1OCC1=NC=CC=C1)NC1=CC=NC2=CC=CC(=C12)OCC1CC1